2-((2',4'-dichloro-4-((3-(dimethylamino)propoxy)carbonyl)-[1,1'-biphenyl]-3-yl)carbamoyl)-4-((dimethyl(oxo)-λ6-sulfanylidene)carbamoyl)benzoic acid ClC1=C(C=CC(=C1)Cl)C1=CC(=C(C=C1)C(=O)OCCCN(C)C)NC(=O)C1=C(C(=O)O)C=CC(=C1)C(N=S(=O)(C)C)=O